[Si](C1=CC=CC=C1)(C1=CC=CC=C1)(C(C)(C)C)OCC(COC1=C(C=C(OC1=O)C(=O)NC=1SC(=NN1)N1N=CC=C1NC(C)=O)C1=C(C=CC=C1OC)OC)(C)C 5-{3-[(tert-butyldiphenylsilyl)oxy]-2,2-dimethylpropoxy}-4-(2,6-dimethoxyphenyl)-N-[5-(5-acetamidopyrazol-1-yl)-1,3,4-thiadiazol-2-yl]-6-oxopyran-2-carboxamide